(rac)-(6-(4-cyclopropylphenyl)-2-azaspiro[3.4]oct-2-yl)((1s,3s)-3-hydroxy-3-methylcyclobutyl)methanone C1(CC1)C1=CC=C(C=C1)[C@H]1CC2(CN(C2)C(=O)C2CC(C2)(C)O)CC1 |r|